5-(3-Fluoro-phenyl)-1H-pyrazole-3-carboxylic acid {2-[4-(2-chloro-phenylamino)-piperidin-1-yl]-2-oxo-ethyl}-amide ClC1=C(C=CC=C1)NC1CCN(CC1)C(CNC(=O)C1=NNC(=C1)C1=CC(=CC=C1)F)=O